[N+](=O)([O-])C1=CC=C(C=C1)N1CCN(CC1)C1CCC2(CCN(CC2)C2=CC=C3C(=N2)CN(C3=O)C3C(NC(CC3)=O)=O)CC1 3-[2-[9-[4-(4-nitrophenyl)piperazin-1-yl]-3-azaspiro[5.5]undecan-3-yl]-5-oxo-7H-pyrrolo[3,4-b]pyridin-6-yl]piperidine-2,6-dione